C(CCCCCCCCCCCCCCCCC)N1C(=C(C(C2=CC=CC=C12)=O)OC1OCCCC1)C1=CC=CC=C1 N-octadecyl-2-phenyl-3-tetrahydropyranyloxy-quinolin-4-one